L-glutaminylglycine N[C@@H](CCC(N)=O)C(=O)NCC(=O)O